2,1-naphthoquinone diazide [N-]=[N+]=[N-].[N-]=[N+]=[N-].C1(C(C=CC2=CC=CC=C12)=O)=O